N[C@H](CC=1C=C2C(=NC(=NN2C1C#CC1=CC=CC=C1)Cl)NCC=1OC=CC1)[C@H](C)F 6-((2R,3S)-2-amino-3-fluorobutyl)-2-chloro-N-(furan-2-ylmethyl)-7-(phenylethynyl)pyrrolo[2,1-f][1,2,4]triazin-4-amine